C1(CC1)C=1C=CC=2N(C1)C=C(N2)CN2N=NC(=C2)C(=O)NCC2=C(C(=CC=C2C=2OC=NN2)OC)F 1-((6-cyclopropylimidazo[1,2-a]pyridin-2-yl)methyl)-N-(2-fluoro-3-methoxy-6-(1,3,4-oxadiazol-2-yl)benzyl)-1H-1,2,3-triazole-4-carboxamide